N[C@@]1(CN(CC1)C1=C(C(=NC=C1C(=O)NC1CCCCC1)C)C1=CC(=NC=C1)C(F)(F)F)C 4-[(3S)-3-amino-3-methylpyrrolidin-1-yl]-N-cyclohexyl-2-methyl-2'-(trifluoromethyl)-[3,4'-bipyridine]-5-carboxamide